6-chloro-N-methyl-N-[(1S)-1-[2-[6-(methylamino)pyrimidin-4-yl]-1,2,4-triazol-3-yl]ethyl]-8-(trifluoromethyl)quinazolin-4-amine ClC=1C=C2C(=NC=NC2=C(C1)C(F)(F)F)N([C@@H](C)C=1N(N=CN1)C1=NC=NC(=C1)NC)C